2-METHOXY-5-TRIFLUOROMETHYLPYRIDINE-3-BORONIC ACID COC1=NC=C(C=C1B(O)O)C(F)(F)F